Methoxy-4-(4-methylpiperazin-1-yl)-N-(3-phenylprop-2-yn-1-yl)-1H-benzo[d]imidazole-1-carboxamide COC1=NC2=C(N1C(=O)NCC#CC1=CC=CC=C1)C=CC=C2N2CCN(CC2)C